2-((2-ethyl-5-(2-(2-hydroxyacetyl)-2,6-diazaspiro[3.4]octane-6-yl)-7-methylpyrazolo[1,5-a]pyridin-3-yl)(methyl)amino)-4-(4-fluorophenyl)thiazole-5-carbonitrile C(C)C1=NN2C(C=C(C=C2C)N2CC3(CN(C3)C(CO)=O)CC2)=C1N(C=1SC(=C(N1)C1=CC=C(C=C1)F)C#N)C